C(N)(=O)C1=NN=C(O1)[C@H]1N2C(N([C@@H](C=C1C)C2)O[C@H](C(=O)OCC)F)=O |&1:12| ethyl (2S)-2-[[(2S,SR)-2-(5-carbamoyl-1,3,4-oxadiazol-2-yl)-3-methyl-7-oxo-1,6-diazabicyclo[3.2.1]oct-3-en-6-yl]oxy]-2-fluoro-acetate